(diphenylfluorenyl)(dibenzothiophenylphenyl)amine C1(=CC=CC=C1)C=1C(=C(C=2CC3=CC=CC=C3C2C1)NC1=C(C=CC=C1)C1=CC=CC=2SC3=C(C21)C=CC=C3)C3=CC=CC=C3